C1(CCCC1)N1N=CC(=C1)S(=O)(=O)N 1-cyclopentyl-pyrazole-4-sulfonamide